2-(4-(6-((4-(1H-1,2,3-triazol-1-yl)benzyl)oxy)-5-fluoropyridin-2-yl)-2,3,6-trifluorobenzyl)-4-fluoro-1-(2-methoxyethyl)-1H-benzo[d]imidazole-6-carboxylic acid N1(N=NC=C1)C1=CC=C(COC2=C(C=CC(=N2)C2=C(C(=C(CC3=NC4=C(N3CCOC)C=C(C=C4F)C(=O)O)C(=C2)F)F)F)F)C=C1